(1-((diphenylmethylene)amino)-8-methyl-3-(3-methyl-1,2,4-thiadiazol-5-yl)-5,6-dihydroimidazo[1,5-a]pyrazin-7(8H)-yl)(4-fluorophenyl)methanone C1(=CC=CC=C1)C(C1=CC=CC=C1)=NC=1N=C(N2C1C(N(CC2)C(=O)C2=CC=C(C=C2)F)C)C2=NC(=NS2)C